BrC=1N=C(C(=NC1)OC1CN(CC1)C(=O)OC(C)(C)C)O tert-butyl 3-[(5-bromo-3-hydroxypyrazin-2-yl)oxy]pyrrolidine-1-carboxylate